C(C)OC1=C(C=NC(=C1)OCC1=CC=C(C=C1)OC)C1=CC(=C(C=C1)CC(=O)NC=1C=C(C(=O)NCCN2CCOCC2)C=C(C1)C(F)(F)F)F 3-(2-(4-(4-ethoxy-6-[(4-methoxyphenyl)methoxy]pyridin-3-yl)-2-fluorophenyl)acetamido)-N-(2-(morpholin-4-yl)ethyl)-5-(trifluoromethyl)benzamide